tert-butyl 4-((4-methoxy-2-(trifluoromethoxy)benzyl)carbamoyl)piperidine-1-carboxylate COC1=CC(=C(CNC(=O)C2CCN(CC2)C(=O)OC(C)(C)C)C=C1)OC(F)(F)F